2-(3-(hydroxymethyl)quinolin-2-yl)quinazoline OCC=1C(=NC2=CC=CC=C2C1)C1=NC2=CC=CC=C2C=N1